C(C)(C)(C)OC(=O)N1CC(=C(CC1)B(O)O)C 1-(tert-butoxycarbonyl)-3-methyl-5,6-dihydro-2H-pyridin-4-ylboronic acid